N(=NC(C#N)(CC(C)C)C)C(C#N)(CC(C)C)C azo-bis(2,4-dimethylvaleronitrile)